(8-(5-((3,4-dichlorophenyl)difluoromethyl)-1,3,4-oxadiazol-2-yl)-6-azaspiro[3.4]octan-6-yl)(thiazol-5-yl)methanone ClC=1C=C(C=CC1Cl)C(C1=NN=C(O1)C1CN(CC12CCC2)C(=O)C2=CN=CS2)(F)F